C(C)(C)(C)OC(=O)N1CCC(CC1)CN1CCC(CC1)C1CCN(CC1)C=1C=NC(=CC1)C(NC1C(NC(CC1)=O)=O)=O 4-((1'-(6-((2,6-dioxopiperidin-3-yl)carbamoyl)pyridin-3-yl)-[4,4'-bipiperidin]-1-yl)methyl)piperidine-1-carboxylic acid tert-butyl ester